5,10,15,20-tetra(3,5-dihydroxyphenyl)porphyrin OC=1C=C(C=C(C1)O)C=1C2=CC=C(N2)C(=C2C=CC(C(=C3C=CC(=C(C=4C=CC1N4)C4=CC(=CC(=C4)O)O)N3)C3=CC(=CC(=C3)O)O)=N2)C2=CC(=CC(=C2)O)O